ClC1N=CC2=C(N1C1CC1)N(C(=C2)C)S(=O)(=O)C2=CC=C(C)C=C2 2-chloro-N-cyclopropyl-6-methyl-7-tosyl-7h-pyrrolo[2,3-d]pyrimidine